FC=1C(=C(C=CC1)NC(=S)C=1C(NCCC1NCC1=C(C=NC=C1)O)=O)OC N-(3-fluoro-2-methoxyphenyl)-4-(((3-hydroxypyridin-4-yl)methyl)amino)-2-oxo-1,2,5,6-tetrahydropyridin-3-thiocarboxamide